6-[6-[(3R)-3-Aminopyrrolidin-1-yl]-3-pyridyl]-4-(2-pyridylsulfanyl)pyrazolo[1,5-a]pyridine-3-carbonitrile N[C@H]1CN(CC1)C1=CC=C(C=N1)C=1C=C(C=2N(C1)N=CC2C#N)SC2=NC=CC=C2